ClC1=NC=CC2=C1COC2 4-chloro-1,3-dihydrofuro[3,4-c]pyridine